FC=1C=C(C=CC1CN1C(=NC=C1)C(C)C)C1=C(SC(=C1)CC(C)C)S(=O)(=O)NC(OCC)=O Ethyl (3-(3-fluoro-4-((2-isopropyl-1H-imidazol-1-yl)methyl)phenyl)-5-isobutylthiophen-2-yl)sulfonylcarbamate